methyl β-octenylaminopropionate C(=CCCCCCC)NCCC(=O)OC